(E)-N'-[6-iodo-8-(trifluoromethyl)quinolin-5-yl]-N,N-dimethylmethanimidamide IC=1C(=C2C=CC=NC2=C(C1)C(F)(F)F)/N=C/N(C)C